FC(OC1=CC=C(C=C1)C1=NC(=NC=2NC(C=NC12)=O)OCC(F)(F)F)F (4-(difluoromethoxy)phenyl)-2-(2,2,2-trifluoroethoxy)pteridin-7(8H)-one